ClC1=C(C=CC=2N(C(=NC21)C)C)[N+](=O)[O-] 4-chloro-1,2-dimethyl-5-nitro-1H-benzo[d]imidazole